N[C@H](C)C=1C=C(C=C2C(C=C(OC12)C1=CC=C2C(=N1)SC(=N2)C)=O)C 8-[(1R)-1-Aminoethyl]-6-methyl-2-(2-methylthiazolo[5,4-b]pyridin-5-yl)chromen-4-one